(S)-N-(7-(3,3-dimethylbut-1-yn-1-yl)-5-methyl-4-oxo-2,3,4,5-tetrahydrobenzo[b][1,4]oxazepin-3-yl)-4-((2-fluoropyridin-3-yl)oxy)picolinamide CC(C#CC1=CC2=C(OC[C@@H](C(N2C)=O)NC(C2=NC=CC(=C2)OC=2C(=NC=CC2)F)=O)C=C1)(C)C